1,2-dihexadecanoyl-sn-glycero-3-phospho-L-serine-sodium salt [Na+].C(CCCCCCCCCCCCCCC)(=O)OC[C@@H](OC(CCCCCCCCCCCCCCC)=O)COP(=O)(O)OC[C@H](N)C(=O)[O-]